1-(1-(2,2,2-trifluoroethyl)-1H-pyrazol-3-yl)ethan-1-ol FC(CN1N=C(C=C1)C(C)O)(F)F